2-(6-fluoro-3-methyl-1H-indazol-1-yl)-N-(3-(2-hydroxypropan-2-yl)bicyclo[1.1.1]pentane-1-yl)pyrimidine-5-carboxylic acid amide FC1=CC=C2C(=NN(C2=C1)C1=NC=C(C=N1)C(=O)NC12CC(C1)(C2)C(C)(C)O)C